proline-HCl Cl.N1[C@@H](CCC1)C(=O)O